hafnium triethoxide [O-]CC.[O-]CC.[O-]CC.[Hf+3]